anti-phosphoric acid platinum iron [Fe].[Pt].P(O)(O)(O)=O